2-(tert-butylamino)-6-methylpyridine-3-carboxylic acid methyl ester COC(=O)C=1C(=NC(=CC1)C)NC(C)(C)C